ethyloxyl-niobium C(C)O[Nb]